C(#N)N1C[C@]2(CCC2C1)NC(=O)C1=CC=C(C=C1)C1=C(C=CC=C1)SC1=CC=C(C=C1)F N-((1R)-3-Cyano-3-azabicyclo[3.2.0]heptan-1-yl)-2'-((4-fluorophenyl)thio)-[1,1'-biphenyl]-4-carboxamid